BrC/C=C/C(=O)NC=1C=C2C(=NC=NC2=CC1C#C[C@@]12CN(C[C@H]2C1)C)NC1=C(C(=CC=C1)Cl)F (E)-4-bromo-N-[4-(3-chloro-2-fluoro-anilino)-7-[2-[(1R,5S)-3-methyl-3-azabicyclo[3.1.0]hexan-1-yl]ethynyl]quinazolin-6-yl]but-2-enamide